Tert-butyl (2S,4R)-4-hydroxy-2-[[(1S)-1-[4-(4-methylthiazol-5-yl)phenyl]ethyl]carbamoyl]pyrrolidine-1-carboxylate O[C@@H]1C[C@H](N(C1)C(=O)OC(C)(C)C)C(N[C@@H](C)C1=CC=C(C=C1)C1=C(N=CS1)C)=O